2-(chloromethyl)-7-methyl-quinazolin-4(3H)-one ClCC1=NC2=CC(=CC=C2C(N1)=O)C